[(1S,2S)-2-(2,4-difluorophenyl)-1,3-dimethyl-butyl] (2S)-2-[(3-acetoxy-4-methoxy-pyridine-2-carbonyl)amino]propanoate C(C)(=O)OC=1C(=NC=CC1OC)C(=O)N[C@H](C(=O)O[C@H]([C@@H](C(C)C)C1=C(C=C(C=C1)F)F)C)C